phenyl-n-butyl-aluminum hydride C1(=CC=CC=C1)[AlH]CCCC